6-(3-((2-(4-(trifluoromethoxy)phenyl)-1H-benzo[d]imidazol-1-yl)methyl)phenoxy)hexanoic acid FC(OC1=CC=C(C=C1)C1=NC2=C(N1CC=1C=C(OCCCCCC(=O)O)C=CC1)C=CC=C2)(F)F